NN1C(=NN(C1=O)C(=O)NC(C)(C)C)C(C)C 4-amino-5-oxo-3-isopropyl-N-tert-butyl-1,2,4-triazole-1-carboxamide